(S)-4-((2-hydroxy-1-phenylethyl)amino)-6-((1-methoxy-3,3-dimethyl-1,3-dihydrobenzo[c][1,2]oxaborol-5-yl)amino)nicotinic acid OC[C@H](C1=CC=CC=C1)NC1=CC(=NC=C1C(=O)O)NC1=CC2=C(B(OC2(C)C)OC)C=C1